2'-chloro-N-(5-(3,6-dimethyl-4-(trifluoromethyl)picolinoyl)-5,6-dihydro-4H-pyrrolo[3,4-d]thiazol-2-yl)-5'-methoxy-6-methyl-[4,4'-bipyridine]-3-carboxamide ClC1=NC=C(C(=C1)C1=C(C=NC(=C1)C)C(=O)NC=1SC2=C(N1)CN(C2)C(C2=NC(=CC(=C2C)C(F)(F)F)C)=O)OC